pyridine p-toluenesulfinate salt CC1=CC=C(C=C1)S(=O)O.N1=CC=CC=C1